C(C)(C)N(C(C)C)C(N(C(C)C)C(C)C)P di(diisopropylamino)methylphosphine